N-{2-[9-(oxetan-3-yl)-1-oxa-4,9-diazaspiro[5.5]undec-4-yl]-4-phenoxy-3-(trifluoromethyl)phenyl}-2-(pyridazin-4-yl)-1,3-thiazole-4-carboxamide O1CC(C1)N1CCC2(CN(CCO2)C2=C(C=CC(=C2C(F)(F)F)OC2=CC=CC=C2)NC(=O)C=2N=C(SC2)C2=CN=NC=C2)CC1